(±)-trans-N-(biphenyl-3-yl)-4-(4-fluorophenyl)pyrrolidine-3-carboxamide C1(=CC(=CC=C1)NC(=O)[C@@H]1CNC[C@H]1C1=CC=C(C=C1)F)C1=CC=CC=C1 |r|